BrC1=CC=C(C=C1)C1(C(C1C)F)C=O 1-(4-bromophenyl)-2-fluoro-3-methylcyclopropane-1-carbaldehyde